FC(C=1C=C(C=C(C1)C(F)(F)F)B(C1=C(C=CC=C1F)F)C1=CC(=CC(=C1)C(F)(F)F)C(F)(F)F)(F)F Bis(3,5-bis(trifluoromethyl)phenyl)(2,6-difluorophenyl)boran